NCCC=1C=NC(=NC1)C1=C(C=C(C#N)C=C1)OC=1C(=NN(C1C)CC(F)F)C 4-[5-(2-aminoethyl)pyrimidin-2-yl]-3-[1-(2,2-difluoroethyl)-3,5-dimethylpyrazol-4-yl]oxybenzonitrile